FC1=C2C=C(NC2=C(C=C1)C)C(=O)N[C@H]1C[C@@H](CCC1)N1[C@@H]2[C@H](CC1)N(C(C2)=O)C 4-fluoro-7-methyl-N-((1R,3R)-3-((3aS,6aS)-4-methyl-5-oxohexahydropyrrolo[3,2-b]pyrrol-1(2H)-yl)cyclohexyl)-1H-indole-2-carboxamide